C1=CC=CC=2C3=CC=CC=C3N(C12)C1=CC=C(C=C1)N(C1=CC=C(C=O)C=C1)C1=CC=C(C=C1)N1C2=CC=CC=C2C=2C=CC=CC12 4-(bis(4-(9H-carbazole-9-yl)phenyl)amino)benzaldehyde